CN1C2(CC2)CN(CC1)CC1=C(C=C(C=C1)[N+](=O)[O-])C(F)(F)F 4-methyl-7-(4-nitro-2-(trifluoromethyl)benzyl)-4,7-diazaspiro[2.5]octane